1-(3-fluoro-4-(2-methoxyethoxy)phenyl)-4,4-dimethylpentan-1-ol FC=1C=C(C=CC1OCCOC)C(CCC(C)(C)C)O